N-(3-chloro-5-methanesulfonamidophenyl)-4-[5-(3,3-difluoroazetidin-1-yl)-3-[(3-fluoro-5-methanesulfonylphenyl)methoxy]pyridin-2-yl]-5-methylthiophene-2-carboxamide ClC=1C=C(C=C(C1)NS(=O)(=O)C)NC(=O)C=1SC(=C(C1)C1=NC=C(C=C1OCC1=CC(=CC(=C1)S(=O)(=O)C)F)N1CC(C1)(F)F)C